2-methoxy-3,5-dimethylpyridin-4-amine COC1=NC=C(C(=C1C)N)C